2-(2-chloroethyl)oxy-ethylamine hydrochloride Cl.ClCCOCCN